1-(5-fluoro-4-(trifluoromethyl)-1H-indazol-1-yl)ethanone FC=1C(=C2C=NN(C2=CC1)C(C)=O)C(F)(F)F